[C@H]12CN(C[C@H](CC1)N2)C=2C1=C(N=C(N2)OC[C@H]2N(CCC2)C)CN(CC1)C1=CC=CC2=CC=CC(=C12)CC 4-((1R,5S)-3,8-diazabicyclo[3.2.1]octan-3-yl)-7-(8-ethylnaphthalen-1-yl)-2-(((S)-1-methylpyrrolidin-2-yl)methoxy)-5,6,7,8-tetrahydropyrido[3,4-d]pyrimidine